FC(OC1=C(C(=C(C=C1)C1=CN=C2N1C=CN=C2NC2=CC(=C(C(=O)NCCC(N1CCNCC1)=O)C=C2)CC)F)F)F 4-((3-(4-(difluoromethoxy)-2,3-difluorophenyl)imidazo[1,2-a]pyrazin-8-yl)amino)-2-ethyl-N-(3-oxo-3-(piperazin-1-yl)propyl)benzamide